di-n-propyl-acetamidine C(CC)C(C(=N)N)CCC